2-(2-chloro-6-fluorophenyl)-N-[6-(3,5-difluorophenylamino)pyridazin-4-yl]acetamide ClC1=C(C(=CC=C1)F)CC(=O)NC1=CN=NC(=C1)NC1=CC(=CC(=C1)F)F